13-Bromo-14-hydroxy-19-methoxy-16,16-dioxo-5-(trifluoromethyl)-9-oxa-16λ6-thia-4,17,20-triazatetracyclo[16.3.1.111,15.02,7]tricosa-1(21),2(7),3,5,11,13,15(23),18(22),19-nonaen-10-one BrC=1C=C2C(OCC=3C=C(N=CC3C3=CN=C(C(NS(C(C1O)=C2)(=O)=O)=C3)OC)C(F)(F)F)=O